COC=1C=CC(=NC1OC)C1=C(C(=NC(=N1)N1CCOCC1)NC1=CC=NC=C1)OC 6-(5,6-dimethoxypyridin-2-yl)-5-methoxy-2-morpholino-N-(pyridin-4-yl)pyrimidin-4-amine